C(CC(C)C)C1=C(C=CC=C1)C1=NC(=NC(=C1)OC1=CC=C(C=C1)N1CCN(CC1)C)NS(=O)(=O)C=1C=NN(C1)C N-[4-(2-isopentylphenyl)-6-[4-(4-methylpiperazin-1-yl)phenoxy]pyrimidin-2-yl]-1-methyl-pyrazole-4-sulfonamide